C(CCC)[C@@H]1N=C(C2=CC=C(C=C2C1)OC)C1=NN(C=C1)C (3S)-3-butyl-6-methoxy-1-(1-methyl-1H-pyrazol-3-yl)-3,4-dihydroisoquinoline